FC1(C(C1)C1=C(C=CC=C1F)C1C2=C(NC(=C1C(=O)OC)CF)COC2=O)F methyl 4-(2-(2,2-difluorocyclopropyl)-3-fluorophenyl)-2-(fluoromethyl)-5-oxo-1,4,5,7-tetrahydrofuro[3,4-b]pyridine-3-carboxylate